C(C)(C)(C)OC(=O)N1C2CN(CC1CC2)C=2C=1N(N=CC2F)C=C(N1)C1=CC(=NC=C1)OC 3-(7-fluoro-2-(2-methoxypyridin-4-yl)imidazo[1,2-b]pyridazin-8-yl)-3,8-diazabicyclo[3.2.1]octane-8-carboxylic acid tert-butyl ester